1-(3-methoxy-4-fluorophenyl)ethanone COC=1C=C(C=CC1F)C(C)=O